FC(C(=O)F)(C(C(S(=O)(=O)F)(F)F)(F)F)F 2,2,3,3,4,4-hexafluoro-4-(fluorosulfonyl)butanoyl fluoride